[Li].CC1(NC(CCC1)(C)C)C (2,2,6,6-tetramethyl-piperidine) lithium salt